ClC1=CC=C(C=C1)[C@H](C(=O)O)CNC(C)C (S)-2-(4-chlorophenyl)-3-(isopropylamino)propionic acid